(1R,5S)-3-(pyrazolo[1,5-a]pyrimidin-5-yl)-8-oxa-3-azabicyclo[3.2.1]octane N1=CC=C2N1C=CC(=N2)N2C[C@H]1CC[C@@H](C2)O1